C(CCC#C)(=O)NCCCOC=1C=C2C(=CC=NC2=CC1)C(=O)N 6-(3-(pent-4-ynoylamino)propoxy)quinoline-4-carboxamide